hydrochloric acid, calcium salt [Ca].Cl